CC=1C=C2C(C=C(OC2=C(C1)C(C)NC1=C(C(=O)O)C=CC=C1)C=1C=C2C=NN(C(C2=CC1)=O)C)=O 2-((1-(6-methyl-2-(2-methyl-1-oxo-1,2-dihydrophthalazin-6-yl)-4-oxo-4H-chromen-8-yl)ethyl)amino)benzoic acid